N-(2(R)-hydroxy-1(S)-indanyl)-2(R)-phenylmethyl-4(S)-hydroxy-5-[4-(2-benzo[b]furanylmethyl)-2(S)-(tert-butylcarbamoyl)piperazin-1-yl]pentanamide O[C@H]1[C@H](C2=CC=CC=C2C1)NC([C@@H](C[C@@H](CN1[C@@H](CN(CC1)CC1=CC2=C(O1)C=CC=C2)C(NC(C)(C)C)=O)O)CC2=CC=CC=C2)=O